[2-13C]malonic acid C([13CH2]C(=O)O)(=O)O